CN[C@@H](CC(=O)O)C(=O)N[C@@H](CC=1CC=CCC1)C(=O)O methyl-L-aspartyl-L-2,5-dihydro-L-phenylalanine